C(C)(C)C1=NSC(=N1)NC(=O)N1C[C@@H]2[C@H](C1)CC(C2)N(C2=C1C(=NC=C2C#N)NC=C1)C (3ar,5s,6as)-4-({2-[(3-isopropyl-1,2,4-thiadiazol-5-yl)-carbamoyl]-hexahydrocyclopenta[c]pyrrol-5-yl}-methyl-amino)-1H-pyrrolo[2,3-b]pyridine-5-carbonitrile